2,6-di-tert-butyl-4-(dimethylamino)pyridine C(C)(C)(C)C1=NC(=CC(=C1)N(C)C)C(C)(C)C